CN(CCCNC(=O)C1=C(C=CC=C1)S(=O)(=O)NC1=C(C2=C([C@@H]3[C@H](CO2)C3)C=C1)C(=O)O)C |r| (1aRS,7bSR)-5-[2-(3-dimethylaminopropylcarbamoyl)benzene-sulfonylamino]-1,1a,2,7b-tetrahydrocyclopropa[c]benzopyran-4-carboxylic acid